5-amino-3-[2-(6-chloro-1-cyclopropyl-4-fluoro-1,3-benzodiazol-5-yl)ethynyl]-1-[(3S,5R)-5-(methoxymethyl)-1-(prop-2-enoyl)pyrrolidin-3-yl]pyrazole-4-carboxamide NC1=C(C(=NN1[C@@H]1CN([C@H](C1)COC)C(C=C)=O)C#CC1=C(C2=C(N(C=N2)C2CC2)C=C1Cl)F)C(=O)N